N-(4-((4-(tert-butyl)-3-fluorophenyl)amino)benzyl)-N-hydroxyazetidine-3-carboxamide C(C)(C)(C)C1=C(C=C(C=C1)NC1=CC=C(CN(C(=O)C2CNC2)O)C=C1)F